6-(5-(1'-acetyl-4H-spiro[benzo[d][1,3]dioxine-2,4'-piperidin]-6-yl)-2-amino-6-fluoropyridin-3-yl)-3,4-dihydroisoquinolin-1(2H)-one C(C)(=O)N1CCC2(CC1)OCC1=C(O2)C=CC(=C1)C=1C=C(C(=NC1F)N)C=1C=C2CCNC(C2=CC1)=O